ClC=1C=C(C=CC1Cl)C=1N(C(=CC(C1C(=O)OCC)=O)CN1N=C(C=C1)OCCOC)CC ethyl 2-(3,4-dichlorophenyl)-1-ethyl-6-[[3-(2-methoxyethoxy) pyrazol-1-yl] methyl]-4-oxo-pyridine-3-carboxylate